BrC1=CC(=NC=C1)C1(CC1)S(=O)(C)=NC(O)=O.Cl[SiH2]Cl dichloromonosilane ((1-(4-Bromopyridin-2-yl)cyclopropyl)(methyl)(oxo)-λ6-sulfanylidene)carbamate